N-[(4R)-4-methyl-2-(2,2,2-trifluoroacetyl)-1,2,3,4-tetrahydroisoquinolin-7-yl]-5-(trifluoromethyl)pyridine-3-carboxamide C[C@H]1CN(CC2=CC(=CC=C12)NC(=O)C=1C=NC=C(C1)C(F)(F)F)C(C(F)(F)F)=O